5-bromo-3-iodo-1-methyl-1H-pyrazolo[3,4-b]pyridine BrC=1C=C2C(=NC1)N(N=C2I)C